tert-butyl 4-{2-[6-(2-{1-[(tert-butoxy)carbonyl]piperidin-4-yl}acetyl)-1,3,5,7-tetraoxo-1,2,3,5,6,7-hexahydro-s-indacen-2-yl]-2-oxoethyl}piperidine-1-carboxylate C(C)(C)(C)OC(=O)N1CCC(CC1)CC(=O)C1C(C=2C=C3C(C(C(C3=CC2C1=O)=O)C(CC1CCN(CC1)C(=O)OC(C)(C)C)=O)=O)=O